BrC1=NN(C(=C1C(N)=O)NCCN1CCOCC1)[C@@H]1CN(CC1)C(=O)OC(C)(C)C tert-butyl (3S)-3-(3-bromo-4-carbamoyl-5-[[2-(morpholin-4-yl)ethyl]amino]pyrazol-1-yl)pyrrolidine-1-carboxylate